tert-butyl (((tert-butoxycarbonyl)imino)((R)-3-(3-(4-((E)-1-(((4-(trifluoromethyl)benzyl)oxy)imino)ethyl)phenyl)-1,2,4-oxadiazol-5-yl)pyrrolidin-1-yl)methyl)carbamate C(C)(C)(C)OC(=O)N=C(N1C[C@@H](CC1)C1=NC(=NO1)C1=CC=C(C=C1)/C(/C)=N/OCC1=CC=C(C=C1)C(F)(F)F)NC(OC(C)(C)C)=O